(E)-1-(3-hydroxyphenyl)-3-(2,4,5-trimethoxyphenyl)prop-2-en-1-one OC=1C=C(C=CC1)C(\C=C\C1=C(C=C(C(=C1)OC)OC)OC)=O